1-(3-((2-bromophenyl)sulfonyl)-2-(trifluoromethyl)phenyl)piperazine BrC1=C(C=CC=C1)S(=O)(=O)C=1C(=C(C=CC1)N1CCNCC1)C(F)(F)F